(3-chlorophenyl-2,4,5,6-d4)dibenzo[b,d]thiophene-2,4,6,7,8,9-d6 ClC=1C(=C(C(=C(C1[2H])[2H])[2H])C1=C(C=C(C=2SC3=C(C21)C(=C(C(=C3[2H])[2H])[2H])[2H])[2H])[2H])[2H]